C(C)(C)(C)OC(=O)NC=1SC2=C(N1)C(=CC=C2F)C2=C(C=C1C(=NC=NC1=C2F)N2CCN(CC2)C(=O)OC(C)(C)C)Cl tert-butyl 4-(7-(2-((tert-butoxycarbonyl)amino)-7-fluorobenzo[d]thiazol-4-yl)-6-chloro-8-fluoroquinazolin-4-yl)piperazine-1-carboxylate